[Cl-].CO[Si](CCC[N+](C)(C)CCCCCCCCCCCCC)(OC)OC 3-(trimethoxysilyl)propyl-n-tridecyldimethyl-ammonium chloride